CC(C(=O)O)=CCC(C)C 2,5-dimethylhex-2-enoic acid